BrC1=CC=C(C=N1)C1(CC(C1)C1=NN2C(=NC=3C(=CC(=CC3C2=N1)F)OC)NCC1=C(C=C(C=C1)OC)OC)O 1-(6-bromopyridin-3-yl)-3-(5-((2,4-dimethoxybenzyl)amino)-9-fluoro-7-methoxy-[1,2,4]triazolo[1,5-c]quinazolin-2-yl)cyclobutan-1-ol